BrCC1=CC=C(C=C1)C(=O)C1=CC=CC=C1 (4-(bromomethyl)phenyl)(phenyl)methanone